S1C(=NC=C1)CO 2-thiazolmethanol